NC=1N=NC(=C(N1)C1=C(C=CC=C1)Cl)C1=C(C=CC=C1)Cl 3-Amino-5,6-bis(2-chlorophenyl)-1,2,4-triazine